2-bromo-3-fluoro-6-methyl-4-nitro-aniline BrC1=C(N)C(=CC(=C1F)[N+](=O)[O-])C